tert-Butyl N-[(1R,2R)-2-(cyclopropylmethyl)-4-hydroxy-1-(hydroxymethyl)butyl]carbamate C1(CC1)C[C@@H]([C@H](CO)NC(OC(C)(C)C)=O)CCO